BrC1=C(C=CC=C1)C=1N(C(=NN1)C=1C(=NC=C(C1)Cl)OC(F)F)C 3-[5-(2-bromophenyl)-4-methyl-1,2,4-triazol-3-yl]-5-chloro-2-(difluoromethoxy)pyridine